2-(4-(1,3-dioxan-2-yl)phenyl)-5-(5-isobutylpyridin-2-yl)thiazole O1C(OCCC1)C1=CC=C(C=C1)C=1SC(=CN1)C1=NC=C(C=C1)CC(C)C